(1S,4r)-4-((S)-2-(3-Fluoro-2-methoxybenzyl)-6-(methoxycarbonyl)-7-methyl-6,7,8,9-tetrahydro-3H-imidazo[4,5-f]chinolin-3-yl)cyclohexan FC=1C(=C(CC=2N(C=3C(=C4CC[C@@H](N(C4=CC3)C(=O)OC)C)N2)C2CCCCC2)C=CC1)OC